(S)-2-(7-Chloro-1H-benzo[d]imidazole-2-carbonyl)-1-methyl-1,2,3,4-tetrahydropyrrolo[1,2-a]pyrazine-6-carbonitrile ClC1=CC=CC2=C1NC(=N2)C(=O)N2[C@H](C=1N(CC2)C(=CC1)C#N)C